(2S)-2-[(E)-(3,5-dichlorophenyl)methyleneamino]-3,3-dimethyl-butan-1-ol ClC=1C=C(C=C(C1)Cl)\C=N\[C@H](CO)C(C)(C)C